Cl.C1(CCCCC1)C(C(=O)NC1CCCCC1)N1C(=NC2=C1C=CC=C2)C2=CC=C(C=C2)OC 2,N-dicyclohexyl-2-[2-(4-methoxy-phenyl)-benzimidazol-1-yl]-acetamide hydrogen chloride